(E)-N-(2-((1-amino-2-methylpropan-2-yl)disulfanyl)ethyl)-3-(3-bromo-4-hydroxyphenyl)-2-(hydroxyimino)propanamide NCC(C)(C)SSCCNC(/C(/CC1=CC(=C(C=C1)O)Br)=N/O)=O